N-(3-chloro-5-(methylsulfonamido)phenyl)-5-(5-(6,6-dimethyl-3-azabicyclo[3.1.0]hexan-3-yl)-3-fluoropyridin-2-yl)-1-methyl-1H-pyrrole-3-carboxamide ClC=1C=C(C=C(C1)NS(=O)(=O)C)NC(=O)C1=CN(C(=C1)C1=NC=C(C=C1F)N1CC2C(C2C1)(C)C)C